NCC1C=CCCN1CC1=CC=CC=C1 6-(aminomethyl)-1-benzyl-1,2,3,6-tetrahydropyridine